N-ethyl-1,2-dimethylpropylamine C(C)NC(C(C)C)C